ClC(C(=O)C=1C=C2CCN(C2=CC1)S(=O)(=O)C1=CC=CC=C1)C chloro-1-(1-(benzenesulfonyl)indolin-5-yl)propan-1-one